OC1=C(C=C(C=C1)O)C(C(=O)O)=C 2,5-dihydroxy-phenyl-acrylic acid